N-(bis(3-(tripropylsilyl)phenyl)phosphaneyl)-N-(3-methylbutan-2-yl)-1,1-bis(4-(tributylsilyl)phenyl)phosphanamine C(CC)[Si](C=1C=C(C=CC1)P(N(P(C1=CC=C(C=C1)[Si](CCCC)(CCCC)CCCC)C1=CC=C(C=C1)[Si](CCCC)(CCCC)CCCC)C(C)C(C)C)C1=CC(=CC=C1)[Si](CCC)(CCC)CCC)(CCC)CCC